2,3-diphosphoglycerol P(=O)(O)(O)OC(CO)COP(=O)(O)O